[Si](C)(C)(C(C)(C)C)OCCN1N=C2C=CC(=C(C2=C1Cl)Cl)B1OC(C(O1)(C)C)(C)C 2-{2-[(tert-butyldimethylsilyl)oxy]ethyl}-3,4-dichloro-5-(4,4,5,5-tetramethyl-1,3,2-dioxaborolan-2-yl)-2H-indazole